6-[4-({5,5-Difluoro-2,7-diazaspiro[3.5]nonan-7-yl}methyl)-2,3-dihydroindol-1-yl]-N-[(1R,2R)-2-methoxycyclobutyl]-8-(methylamino)imidazo[1,2-b]pyridazine-3-carboxamide trifluoroacetate FC(C(=O)O)(F)F.FC1(C2(CNC2)CCN(C1)CC1=C2CCN(C2=CC=C1)C=1C=C(C=2N(N1)C(=CN2)C(=O)N[C@H]2[C@@H](CC2)OC)NC)F